2-[4-[[(1s,2s)-2-hydroxycyclohexyl]amino]phthalazin-1-yl]-5-(trifluoromethyl)phenol O[C@@H]1[C@H](CCCC1)NC1=NN=C(C2=CC=CC=C12)C1=C(C=C(C=C1)C(F)(F)F)O